6-(1-Methyl-1H-benzo[d]imidazol-5-yl)-5-(2-(3,3,3-trifluoro-2,2-dimethylpropyl)oxazol-5-yl)picolinonitril CN1C=NC2=C1C=CC(=C2)C2=C(C=CC(=N2)C#N)C2=CN=C(O2)CC(C(F)(F)F)(C)C